N-(1'-(6-(cyclopropylamino)-2-(1,1-difluoroethyl)pyrimidin-4-yl)-1',2'-dihydrospiro[cyclopropane-1,3'-pyrrolo[3,2-c]pyridin]-6'-yl)acetamide trifluoroacetate FC(C(=O)O)(F)F.C1(CC1)NC1=CC(=NC(=N1)C(C)(F)F)N1CC2(C=3C=NC(=CC31)NC(C)=O)CC2